OC(CN(CCCC(=O)OCCN1CCN(CC1)CCSSC(CCN(CC(CCCCC(=O)OCCCC)O)CC(CCCCC(=O)OCCCC)O)C)CC(CCCC(=O)OC(CC)CC)O)CCCC(OC(CC)CC)=O Dibutyl 7,7'-((3-((2-(4-(2-((4-(bis(2-hydroxy-6-oxo-6-(pentan-3-yloxy)hexyl)amino)butanoyl)oxy)ethyl)piperazin-1-yl)ethyl)disulfaneyl)butyl)azanediyl)bis(6-hydroxyheptanoate)